dodec-anoic acid C(CCCCCCCCCCC)(=O)O